2-amino-1,3-dicarboxylazulene NC1=C(C2=CC=CC=CC2=C1C(=O)O)C(=O)O